5'-Uridylic acid [C@@H]1([C@H](O)[C@H](O)[C@@H](COP(=O)(O)O)O1)N1C(=O)NC(=O)C=C1